(5-hydroxypyrazolo[1,5-a]pyrimidin-3-yl)(1H-imidazol-2-yl)methanone OC1=NC=2N(C=C1)N=CC2C(=O)C=2NC=CN2